3-(4-(2-(2-(2-(2-(4-(2-(2,3-difluoro-6-(2-morpholinothiazol-4-yl)phenoxy)ethyl)-1H-1,2,3-triazol-1-yl)ethoxy)ethoxy)ethoxy)ethoxy)phenyl)piperidine-2,6-dione FC1=C(OCCC=2N=NN(C2)CCOCCOCCOCCOC2=CC=C(C=C2)C2C(NC(CC2)=O)=O)C(=CC=C1F)C=1N=C(SC1)N1CCOCC1